C(C)(=O)OCCCOC 3-methoxypropyl acetate